7-[(3R,4S)-3,4-Dihydroxypyrrolidin-1-yl]-6-fluoro-N-(2-methylbutan-2-yl)-4-oxo-1-(2,4,6-tri-fluorophenyl)-1,4-dihydro-1,8-naphthyridine-3-carboxamide O[C@@H]1CN(C[C@@H]1O)C1=C(C=C2C(C(=CN(C2=N1)C1=C(C=C(C=C1F)F)F)C(=O)NC(C)(CC)C)=O)F